CC1=C(C(NC(=C1)C)=C=O)CNC(=O)C=1C(=C(C=C2C1C=C(O2)CN2CCCCC2)N(C2CCOCC2)CC)CC N-((4,6-dimethyl-2-carbonyl-1,2-dihydropyridin-3-yl)methyl)-5-ethyl-6-(Ethyl-(tetrahydro-2H-pyran-4-yl)amino)-2-(piperidin-1-ylmethyl)benzofuran-4-carboxamide